C(N1N=C(C(=C1)NC=O)O[C@@H]1[C@@H](OCC1)C)([2H])([2H])[2H] N-(1-(methyl-d3)-3-(((2s,3s)-2-methyltetrahydrofuran-3-yl)oxy)-1H-pyrazol-4-yl)carboxamide